7α-hydroxy-4-cholesten O[C@H]1[C@H]2[C@@H]3CC[C@H]([C@@H](CCCC(C)C)C)[C@]3(CC[C@@H]2[C@]2(CCCC=C2C1)C)C